CC1=NC2=CC=CC=C2C(=N1)C(C)C1=CC(=C(C(=C1)OC)OC)OC 2-Methyl-4-[1-(3,4,5-trimethoxy-phenyl)-ethyl]-quinazoline